FC=1C=C2C(=C(NC2=CC1)C(=O)NCCC(C)C)C=1N=NN(C1)CC1CCN(CC1)CCNS(=O)(=O)C1=CC=C(C=C1)C(C)C 5-fluoro-N-isopentyl-3-(1-((1-(2-((4-isopropylphenyl)sulfonamido)ethyl)piperidin-4-yl)methyl)-1H-1,2,3-triazol-4-yl)-1H-indole-2-carboxamide